ClC1=NC(=C2N(C=NC2=N1)C1CCC1)Cl 2,6-dichloro-7-cyclobutyl-7H-purine